1,1,3,3-tetramethylbutyl alcohol CC(CC(C)(C)C)(C)O